FC1=C2N=CC=NC2=CC(=C1)C=C 5-Fluoro-7-vinylquinoxaline